[Pb].[Cu].[Au].[S] sulfur gold-copper-lead